2-methyl-3-(phenylmethyl)benzthiazole iodide [I-].CC1SC2=C(N1CC1=CC=CC=C1)C=CC=C2